(R)-6-(2-(2-hydroxypropan-2-yl)pyrimidin-5-yl)-3-(2-methoxyphenyl)-2,3-dihydropyrazolo[1,2-a]indazol-9(1H)-one OC(C)(C)C1=NC=C(C=N1)C=1C=CC=2C(N3N(C2C1)[C@H](CC3)C3=C(C=CC=C3)OC)=O